isobutyl-1H-indole-2-carboxamide C(C(C)C)N1C(=CC2=CC=CC=C12)C(=O)N